2-(4-((3-(4-tert-butylphenyl)-2-oxoimidazolin-1-yl)methyl)-2,6-dimethylphenoxy)-2-methylpropanoic acid C(C)(C)(C)C1=CC=C(C=C1)N1C(N(CC1)CC1=CC(=C(OC(C(=O)O)(C)C)C(=C1)C)C)=O